BrC(C)C=1C=C2C=CC=NC2=CC1F 6-(1-bromo-ethyl)-7-fluoro-quinoline